4-octenyldimethylmethoxysilane C(CCC=CCCC)[Si](OC)(C)C